N-methyl-N-(2-oxo-2-(4-(5-(trifluoromethyl)-1,2,4-oxadiazol-3-yl)phenyl)ethyl)ethanesulfonamide CN(S(=O)(=O)CC)CC(C1=CC=C(C=C1)C1=NOC(=N1)C(F)(F)F)=O